4-amino-N'-benzoyl-N',1-dimethyl-N-((5-(trifluoromethyl)pyridin-2-yl)methyl)-1H-pyrazolo[4,3-c]quinoline-8-carbohydrazide NC1=NC=2C=CC(=CC2C2=C1C=NN2C)C(=O)N(N(C)C(C2=CC=CC=C2)=O)CC2=NC=C(C=C2)C(F)(F)F